NC1=NN2C(N=C(C=C2)N2[C@H](C[C@@H](C2)F)C=2C(=NC=C(C2)F)O)=C1C(=O)OCC ethyl 2-amino-5-((2R,4S)-4-fluoro-2-(5-fluoro-2-hydroxypyridin-3-yl)pyrrolidin-1-yl)pyrazolo[1,5-a]pyrimidine-3-carboxylate